C(C1=CC=C(C=C1)NC(C(C)(C)C)=O)C1=CC=C(C=C1)NC(C(C)(C)C)=O N,N'-[methylenebis(4,1-phenylene)]bis[2,2-dimethylpropanamide]